1-methyl-2,2,3,3,4,4,4-heptafluorobutyl-ethylene glycol CC(C(C(C(F)(F)F)(F)F)(F)F)C(CO)O